ClC=1C(=C(C(=C(C1)C(C)NC1=C2N=CNC2=NC=N1)C1=CC(=CC=C1)F)C#N)C 4-chloro-3'-fluoro-3-methyl-6-[1-(9H-purin-6-ylamino)-ethyl]biphenyl-2-carbonitrile